4-((tert-butyldimethylsilyl)oxy)benzonitrile [Si](C)(C)(C(C)(C)C)OC1=CC=C(C#N)C=C1